ClC1=CC=C(C=C1)[C@@H](CC1=NC(=NC(=N1)N[C@@H](CO)CC(C)C)NS(=O)(=O)C)C N-(4-((R)-2-(4-Chlorophenyl)propyl)-6-(((R)-1-hydroxy-4-methylpentan-2-yl)amino)-1,3,5-triazin-2-yl)methanesulfonamide